1-isopropyl-3,3,5-trimethyl-8-[[(1R)-1-[3-(1,1-difluoro-2-hydroxy-ethyl)-2-fluoro-phenyl]ethyl]amino]pyrrolo[2,3-g]phthalazin-2-one C(C)(C)N1C(C(C=2C1=CC=1C(=NN=C(C1C2)C)N[C@H](C)C2=C(C(=CC=C2)C(CO)(F)F)F)(C)C)=O